CCOC(=O)/C=C/C ethyl (E)-2-crotonate